Cl.FC=1C=C(C=CC1)[C@H](CNC(C[C@@H]1CN(CCC1)C(C)=O)(C)C)O 1-((R)-3-(2-(((R)-2-(3-Fluorophenyl)-2-hydroxyethyl)amino)-2-methylpropyl)piperidin-1-yl)ethan-1-one hydrochloride